CN1C(N(C2=NC(=NC=C12)C=1C(=NC=CC1)OCC(F)(F)F)CC1=CC=C(C=C1)C=1N(C=C(N1)C(F)(F)F)C)=O 7-methyl-9-(4-(1-methyl-4-(trifluoromethyl)-1H-imidazol-2-yl)benzyl)-2-(2-(2,2,2-trifluoroethoxy)pyridin-3-yl)-7,9-dihydro-8H-purin-8-one